1-(6-chloropicolinoyl)-N-(4-(3-(pyridin-4-yl)phenyl)thiazol-2-yl)azetidine-2-carboxamide ClC1=CC=CC(=N1)C(=O)N1C(CC1)C(=O)NC=1SC=C(N1)C1=CC(=CC=C1)C1=CC=NC=C1